(R)-2-((((9H-fluoren-9-yl)methoxy)carbonyl)amino)hexanoic acid C1=CC=CC=2C3=CC=CC=C3C(C12)COC(=O)N[C@@H](C(=O)O)CCCC